9,9'-(2',6'-dibromo-[1,1'-biphenyl]-3,5-diyl)bis(9H-pyrido[2,3-b]indole) BrC1=C(C(=CC=C1)Br)C1=CC(=CC(=C1)N1C2=C(C3=CC=CC=C13)C=CC=N2)N2C1=C(C3=CC=CC=C23)C=CC=N1